((2R,3R)-3-(2-nitrophenyl)-1,4-dioxaspiro[4.4]nonane-2-yl)methyl sulfamate S(N)(OC[C@H]1OC2(O[C@@H]1C1=C(C=CC=C1)[N+](=O)[O-])CCCC2)(=O)=O